N1-(2-(dimethylamino)ethyl)-5-methoxy-N1-methylbenzene-1,2,4-triamine CN(CCN(C=1C(=CC(=C(C1)OC)N)N)C)C